COC1=CC=C(C=C1)C=1N=C(C=2N(C1C=1C=C3C(=CC=NC3=CC1)C)N=NN2)N 6-(4-methoxyphenyl)-5-(4-methylquinolin-6-yl)tetrazolo[1,5-a]pyrazin-8-amine